C(C1=CC=CC=C1)OC=1C(=C(C(=O)OC)C=C(C1OCC1=CC=CC=C1)OC)C Methyl 3,4-bis(benzyloxy)-5-methoxy-2-methylbenzoate